tert-Butyl N-[(1R,2S)-2-(2-hydroxyethyl)-1-(hydroxymethyl)-3-methyl-butyl]carbamate OCC[C@H]([C@H](CO)NC(OC(C)(C)C)=O)C(C)C